C1CCC2=C(C=CC=C12)C1C(CC=2C(=NC(=NC2C1)SC)N1CC(N(CC1)C(=O)OC(C)(C)C)CC#C)C tert-butyl 4-(7-(2,3-dihydro-1H-inden-4-yl)-6-methyl-2-(methylthio)-5,6,7,8-tetrahydroquinazolin-4-yl)-2-(prop-2-yn-1-yl)piperazine-1-carboxylate